NC=1N=CN(C(C1C(=O)NC=1C=NC=C(C1)[C@@H]1NCCCC1)=O)C1=C(C=C(C=C1C)OC)C (R)-4-amino-1-(4-methoxy-2,6-dimethylphenyl)-6-oxo-N-(5-(piperidin-2-yl)pyridin-3-yl)-1,6-dihydropyrimidine-5-carboxamide